2-(4-isopropyl-5-(8-methoxy-[1,2,4]triazolo[1,5-a]pyridin-6-yl)-1H-pyrazol-3-yl)-5-(1-(pentan-3-yl)piperidin-4-yl)thiazole C(C)(C)C=1C(=NNC1C=1C=C(C=2N(C1)N=CN2)OC)C=2SC(=CN2)C2CCN(CC2)C(CC)CC